NC=1C=C(C=C2NCCNC12)C(=O)OC methyl 8-amino-1,2,3,4-tetrahydroquinoxaline-6-carboxylate